FC1=CC=C(C=C1)NCC(O)C1=NNC(O1)=O 5-[2-(4-Fluorophenylamino)-1-hydroxyethyl]-1,3,4-oxadiazol-2(3H)-one